(S)-2,6-difluoro-4-((1-(2-fluorophenyl)ethyl)amino)-N-(thiazol-2-yl)benzenesulfonamide FC1=C(C(=CC(=C1)N[C@@H](C)C1=C(C=CC=C1)F)F)S(=O)(=O)NC=1SC=CN1